C1(=CC=CC=C1)S(=O)(=O)N1C=CC=2C1=NC=C(C2C2=CC=C(C=C2)NC(=O)[C@@H](CC(C)C)NC(OC(C)(C)C)=O)C tert-Butyl N-[(1R)-1-[[4-[1-(benzenesulfonyl)-5-methyl-pyrrolo[2,3-b]pyridin-4-yl]phenyl]carbamoyl]-3-methyl-butyl]carbamate